NC1=NC(=C(C=C1C=1C=C2C(=CNC(C2=CC1)=O)C)C1=CC=C(C=C1)N1CCN(CC1)C(C)C)F 6-(2-amino-6-fluoro-5-(4-(4-isopropylpiperazin-1-yl)phenyl)pyridin-3-yl)-4-methylisoquinolin-1(2H)-one